Decanoic acid-10-13C C(CCCCCCCC[13CH3])(=O)O